2-((4-Amino-3-(3-hydroxyphenyl)-1H-pyrazolo[3,4-d]pyrimidin-1-yl)methyl)-5-ethynyl-3-(3-(methyl-sulfonyl)benzyl)quinazolin-4(3H)-one NC1=C2C(=NC=N1)N(N=C2C2=CC(=CC=C2)O)CC2=NC1=CC=CC(=C1C(N2CC2=CC(=CC=C2)S(=O)(=O)C)=O)C#C